C(C1=CC=CC=C1)OC([C@@H](N[C@@H]1[C@@H]([C@@H](O)[C@@H](O)[C@H](O1)CO)N=[N+]=[N-])[C@H](O)C)=O (2-AZIDO-2-DEOXY-α-D-GALACTOPYRANOSYL)-L-THREONINE BENZYL ESTER